cyclopentylaminosulfonate C1(CCCC1)NS(=O)(=O)[O-]